NC1=C2C(=C3C(=N1)C=C(N3)C(=O)N(C)[C@H]3COCC1=CC(=CC=C31)Br)CO[C@@H]2C (R)-5-amino-N-((R)-7-bromoisochroman-4-yl)-N,6-dimethyl-6,8-dihydro-1H-furo[3,4-d]pyrrolo[3,2-b]pyridine-2-carboxamide